8-bromo-2-(tert-butyl)-4-methyl-7-(phenylsulfonyl)-1,2,4,7-tetrahydro-3H-pyrrolo[3',2':5,6]pyrido[3,4-d]pyrimidin-3-one BrC1=CC2=C(N=CC=3N(C(N(CC32)C(C)(C)C)=O)C)N1S(=O)(=O)C1=CC=CC=C1